C1CC12CCN(CC2)C2=C(C=CC(=C2)NS(=O)(=O)CCO)NC(=O)C=2C=C1C=CC=NC1=C(C2)N2CCC(CC2)(F)F N-(2-{6-azaspiro[2.5]octan-6-yl}-4-(2-hydroxyethanesulfonamido)phenyl)-8-(4,4-difluoropiperidin-1-yl)quinoline-6-carboxamide